24-dehydrocholesterol CC(C)=CCC[C@@H](C)[C@H]1CC[C@H]2[C@@H]3CC=C4C[C@@H](O)CC[C@]4(C)[C@H]3CC[C@]12C